CC=1C=CC=2C[C@@H]3[C@@H]4CCCC[C@@]4(C2C1)CCN3C=O 3-methylmorphinan-17-formaldehyde